7-(6-fluoro-1,2,3,4-tetrahydronaphthalen-1-yl)-1-methyl-4H,6H-benzo[e][1,2,4]triazolo[3,4-c][1,4]oxazepine FC=1C=C2CCCC(C2=CC1)C1=CC=CC=2N3C(COCC21)=NN=C3C